N=S1(CCC(CC1)COC1=CC=NC2=CC(=CC=C12)OC)=O 4-[(1-imino-1-oxido-3,4,5,6-tetrahydro-2H-thiopyran-4-yl)methoxy]-7-methoxy-quinoline